FC=1C=C2C[C@H](CN3C2=C(C1)C=C3)NC (R)-8-fluoro-N-methyl-5,6-dihydro-4H-pyrrolo[3,2,1-ij]quinolin-5-amine